4-fluoro-2'-hydroxy-4'-methoxy-3'-(piperazin-1-yl)methyl-chalcone FC1=CC=C(C=C1)\C=C\C(=O)C1=C(C(=C(C=C1)OC)CN1CCNCC1)O